C1(CCC1)C1=CC=C2C=C(C(=NC2=C1COC1OCCCC1)OC)C(=O)O 7-cyclobutyl-2-methoxy-8-(((tetrahydro-2H-pyran-2-yl)oxy)methyl)quinoline-3-carboxylic acid